CN1CCN(CC1)N(C1=C2C(=NC=N1)NNC2=O)C2=CC=CC=C2 4-(4-methylpiperazin-1-yl(phenyl)amino)-1,2-dihydro-3H-pyrazolo[3,4-d]pyrimidin-3-one